ClC1=C(C(=CC=C1)Cl)C1=CC2=C(N=C(N=C2)NC=2C=NC(=CC2)OCCN2CCSCC2)N(C1=O)C 6-(2,6-dichlorophenyl)-8-methyl-2-[[6-(2-thiomorpholinoethoxy)-3-pyridyl]amino]pyrido[2,3-d]pyrimidin-7-one